phthalimide-imide C1(C=2C(C(N1)=O)=CC=CC2)=N